7-methylideneisoindole-1,3(2H)-dione trifluoroacetate FC(C(=O)O)(F)F.C=C1CC=CC=2C(NC(C12)=O)=O